3-bromo-9-(4-((3-cyclopropyl-3-hydroxyazetidin-1-yl)carbonyl)phenyl)-2-(trifluoromethyl)-4H-pyrido[1,2-a]pyrimidin-4-one BrC1=C(N=C2N(C1=O)C=CC=C2C2=CC=C(C=C2)C(=O)N2CC(C2)(O)C2CC2)C(F)(F)F